OC(C)(C)C=1C=CC(=NC1)NC1=CC(=C(N=N1)C(=O)NC([2H])([2H])[2H])NC1=NC(=CC=C1S(=O)(=O)C)C 6-{[5-(2-hydroxy-prop-2-yl)pyridin-2-yl]amino}-4-[(3-methanesulfonyl-6-methylpyridin-2-yl)amino]-N-(2H3)methylpyridazine-3-carboxamide